methyl 4-[(1S)-1-[[(2R)-1-[[3-(4-carbamoyl-2-methyl-phenyl)-5-methoxy-phenyl]methyl]pyrrolidine-2-carbonyl]amino]ethyl]benzoate C(N)(=O)C1=CC(=C(C=C1)C=1C=C(C=C(C1)OC)CN1[C@H](CCC1)C(=O)N[C@@H](C)C1=CC=C(C(=O)OC)C=C1)C